4-cyano-4-((dodecyl-sulfanylthiocarbonyl)sulfanyl)pentanoic acid C(#N)C(CCC(=O)O)(C)SC(=S)SCCCCCCCCCCCC